Methyl (E)-9-(4-(2-((tert-butoxycarbonyl)(4-(dimethylamino)-4-oxobut-2-en-1-yl)amino)ethoxy)phenyl)-8-(2,4-dichlorophenyl)-6,7-dihydro-5H-benzo[7]annulene-3-carboxylate C(C)(C)(C)OC(=O)N(CCOC1=CC=C(C=C1)\C\1=C(\CCCC2=C1C=CC(=C2)C(=O)OC)/C2=C(C=C(C=C2)Cl)Cl)CC=CC(=O)N(C)C